tert-butyl (3R,4R)-4-(((7-((tert-butoxycarbonyl)(4-(pyridin-2-yl)benzyl)amino)-3-cyclopropylpyrazolo[1,5-a]pyrimidin-5-yl)amino)methyl)-3-methoxypiperidine-1-carboxylate C(C)(C)(C)OC(=O)N(C1=CC(=NC=2N1N=CC2C2CC2)NC[C@@H]2[C@H](CN(CC2)C(=O)OC(C)(C)C)OC)CC2=CC=C(C=C2)C2=NC=CC=C2